2,3-dimethyl-succinonitrile CC(C#N)C(C#N)C